6-bromo-N-(1-methyl-4-piperidyl)pyridine-2-carboxamide BrC1=CC=CC(=N1)C(=O)NC1CCN(CC1)C